2-[4-[2-[3-[3-amino-6-(2-hydroxyphenyl)pyridazin-4-yl]-3,8-diazabicyclo[3.2.1]octan-8-yl]pyrimidin-5-yl]-1-piperidyl]spiro[3.5]nonane-7-carboxylic acid NC=1N=NC(=CC1N1CC2CCC(C1)N2C2=NC=C(C=N2)C2CCN(CC2)C2CC1(C2)CCC(CC1)C(=O)O)C1=C(C=CC=C1)O